ClC=1C=C(C2=C(N=C(O2)N2CC3CCC(C2)N3C(=O)OC(C)(C)C)C1OC(F)(F)F)N1N=CC=C1 tert-Butyl 3-(5-chloro-7-(1H-pyrazol-1-yl)-4-(trifluoromethoxy)benzo[d]oxazol-2-yl)-3,8-diazabicyclo[3.2.1]octane-8-carboxylate